2-benzyl-2-azaspiro[3.3]heptan-6-yl (2R,6S)-2,6-dimethyl-4-[5-(trifluoromethoxy)pyrimidin-2-yl]piperazine-1-carboxylate C[C@H]1N([C@H](CN(C1)C1=NC=C(C=N1)OC(F)(F)F)C)C(=O)OC1CC2(CN(C2)CC2=CC=CC=C2)C1